CC1=C(OC2=C(C=C(C=C2C1=O)C)[C@@H](C)NC1=C(C=CC=C1)NC(OC)=O)C1=CC=CC=C1 Methyl N-[2-[[(1R)-1-(3,6-dimethyl-4-oxo-2-phenyl-chromen-8-yl)ethyl]amino]phenyl]carbamate